C(C)SC=1C(=NC=CC1)C1=NC=2C(=NC=C(C2)C(F)(F)F)N1C 2-(3-ethylsulfanyl-pyridin-2-yl)-3-methyl-6-trifluoromethyl-3H-imidazo[4,5-b]pyridine